C1(CC1)S(=O)(=O)N1CC(N(CC1)C1=CC(=CC(N1)=O)N1C(COCC1)C)C(F)(F)F 6-[4-cyclopropanesulfonyl-2-(trifluoromethyl)piperazin-1-yl]-4-(3-methylmorpholin-4-yl)-1H-pyridin-2-one